p-hydroxyethoxybenzoic acid OCCOC1=CC=C(C(=O)O)C=C1